2-(4-(2-(4-chlorophenylacetyl)piperazin-1-yl)phenyl)-N-hydroxyacrylamide ClC1=CC=C(C=C1)CC(=O)C1N(CCNC1)C1=CC=C(C=C1)C(C(=O)NO)=C